3-((benzyloxy)methyl)-1-((2R,3R,4R,5R)-5-((bis(4-methoxyphenyl)(phenyl)methoxy)methyl)-4-hydroxy-3-methoxytetrahydrofuran-2-yl)pyrimidine-2,4(1H,3H)-dione C(C1=CC=CC=C1)OCN1C(N(C=CC1=O)[C@@H]1O[C@@H]([C@H]([C@H]1OC)O)COC(C1=CC=CC=C1)(C1=CC=C(C=C1)OC)C1=CC=C(C=C1)OC)=O